(3-(Chloromethyl)bicyclo[1.1.1]pentan-1-yl)(5-(3,5-difluorophenyl)-4,5-dihydro-1H-pyrazol-1-yl)methanone ClCC12CC(C1)(C2)C(=O)N2N=CCC2C2=CC(=CC(=C2)F)F